ClC=1C=C(C=CC1)[C@H](C(F)F)NC(C=C)=O (R)-N-(1-(3-chlorophenyl)-2,2-difluoroethyl)acrylamide